(4-amino-1-tert-butyl-pyrazolo[3,4-d]pyrimidin-3-yl)-N-thiazol-5-yl-1H-indole-2-carboxamide NC1=C2C(=NC=N1)N(N=C2N2C(=CC1=CC=CC=C21)C(=O)NC2=CN=CS2)C(C)(C)C